C(CCCCCCCCCCC)C1=C(C(=O)[O-])C=C(C(=C1O)O)O Laurylgallat